2-{5H,6H,7H,8H-imidazo[1,2-a]pyrazin-7-yl}-5-[(5-methoxypyridin-2-yl)methoxy]-1,3-benzoxazole N=1C=CN2C1CN(CC2)C=2OC1=C(N2)C=C(C=C1)OCC1=NC=C(C=C1)OC